methyl 5-(2-(methoxycarbonyl)hydrazineyl)-3,4-dihydro-2H-pyrrole-2-carboxylate COC(=O)NNC=1CCC(N1)C(=O)OC